ClC=1C=CC(=C(C1)NC(=O)CNC1=C(C=CC=C1)S(=O)(=O)NC1CCN(CC1)C(=O)OC(C)(C)C)OC tert-butyl 4-[2-({[(5-chloro-2-methoxyphenyl)carbamoyl]methyl} amino)benzenesulfonamido]piperidine-1-carboxylate